O=C1NC(CCC1N1C(C2=CC=C(C=C2C1=O)CN1CCN(CC1)C1=NC(=CC=C1)F)=O)=O 2-(2,6-dioxopiperidin-3-yl)-5-((4-(6-fluoropyridin-2-yl)piperazin-1-yl)methyl)isoindoline-1,3-dione